3-methyl-3-methoxy butyl acetate CC(=O)OCCC(C)(C)OC